NC1CC2CCC(C1)N2C=2N(C(C1=C(N2)NN=C1C1=C(C2=CN(N=C2C=C1)C)Cl)=O)C endo-6-[3-amino-8-azabicyclo[3.2.1]octan-8-yl]-3-(4-chloro-2-methyl-2H-indazol-5-yl)-5-methyl-1H,4H,5H-pyrazolo[3,4-d]pyrimidin-4-one